OC1=C(C=C(C=C1)C=1OC2=CC(=CC=C2C(C1O)=O)O)[O-].BrC1=CC=C(OC2=CC=C(C(=N2)C(F)(F)F)C(CN2N=CN=C2)(C)O)C=C1 2-[6-(4-bromophenoxy)-2-(trifluoromethyl)-3-pyridyl]-1-(1,2,4-triazol-1-yl)propan-2-ol 2-hydroxy-5-(3,7-dihydroxy-4-oxo-4H-chromen-2-yl)phenolate